N-(4-(2-((cyclopropylmethyl)(methyl)amino)ethoxy)-3-(3,5-dimethylisoxazol-4-yl)phenyl)cyclopropanecarboxamide C1(CC1)CN(CCOC1=C(C=C(C=C1)NC(=O)C1CC1)C=1C(=NOC1C)C)C